NC=1C(=NC=CC1C)C=1C=C2C(=C(C=NC2=CC1)C1=CC(=CC=C1)F)N1C[C@@H]2OCCN([C@H]2CC1)C(=O)OCC1=CC=CC=C1 Benzyl (4aS,8aS)-6-[6-(3-amino-4-methylpyridin-2-yl)-3-(3-fluorophenyl)quinolin-4-yl]-octahydro-1H-pyrido[3,4-b][1,4]oxazine-1-carboxylate